tert-Butyl 3-(4-bromo-2-chlorophenyl)azetidine-1-carboxylate BrC1=CC(=C(C=C1)C1CN(C1)C(=O)OC(C)(C)C)Cl